C1(CC1)C=1N=C2N(C=C(N=C2)C2=CC(=C(C=C2)F)C(C)C)C1C1=C(C2=CN(N=C2C=C1)COP(O)(O)=O)F [(5-{2-cyclopropyl-6-[4-fluoro-3-(propan-2-yl)phenyl]imidazo[1,2-a]pyrazin-3-yl}-4-fluoro-2H-indazol-2-yl)methoxy]phosphonic acid